2-(pyridin-3-ylamino)-9-(trifluoromethyl)-7H-pyrimido[5',4':3,4]cyclopenta[1,2-c]quinolin-7-one N1=CC(=CC=C1)NC=1C=C2C3=C(C=NC2=CC1)C(C1=C3C=NC(=N1)C(F)(F)F)=O